2-chloro-N1-(4-chloro-3-(pyridin-2-yl)phenyl)-N-(4,5-dihydrooxazol-2-yl)terephthalamide ClC1=C(C(=O)N(C=2OCCN2)C2=CC(=C(C=C2)Cl)C2=NC=CC=C2)C=CC(=C1)C(=O)N